Cl.OC1=C(C=CC(=C1)C(F)(F)F)C1=C(N=C(N=N1)N[C@H]1[C@@H](CNC1)O)C (3R,4R)-4-({6-[2-hydroxy-4-(trifluoromethyl)phenyl]-5-methyl-1,2,4-triazine-3-yl}amino)pyrrolidin-3-ol monohydrochloride